C(CCCCCCC(=O)OC(CCCCCCCC)CCCCCCCC)(=O)OC[C@@H](COCC1=CC=CC=C1)O (R)-1-(3-(Benzyloxy)-2-hydroxypropyl) 8-(heptadecan-9-yl) octanedioate